5-(1-((3R,7R)-2-(3,4-dichlorobenzoyl)-3,7-dimethyl-10-oxo-1,3,4,7,8,10-hexahydropyrido[4',3':3,4]pyrazolo[1,5-a]pyrazin-9(2H)-yl)ethyl)-N-methylpicolinamide ClC=1C=C(C(=O)N2CC=3C(=NN4C3C(N(C[C@H]4C)C(C)C=4C=CC(=NC4)C(=O)NC)=O)C[C@H]2C)C=CC1Cl